[Cl-].C(C1=CC=CC=C1)N1C(N(C=C1)CC1=CC=CC=C1)C 1,3-dibenzyl-2-methylimidazole chloride